CP(=O)(C)C1=C2C(=NC=C1)N(N=C2CNC(C=C)=O)C2=CC=C(C=C2)OC(F)(F)F N-((4-(dimethylphosphoryl)-1-(4-(trifluoromethoxy)phenyl)-1H-pyrazolo[3,4-b]pyridin-3-yl)methyl)acrylamide